2,4-dibutyl-1,3,2,4-dioxadibismetane C(CCC)[Bi]1O[Bi](O1)CCCC